dimethyl-N,N'-dimercaptoethylenediamine CN(CCN(S)C)S